2-(3-iodophenyl)-8-methoxy-2,7,7-trimethyl-8-oxooctanoic acid IC=1C=C(C=CC1)C(C(=O)O)(CCCCC(C(=O)OC)(C)C)C